tert-butyl (3S)-3-[4-[4-[(6-chloro-2-pyridyl)sulfanyl]-3-cyano-pyrazolo[1,5-a]pyridin-6-yl]pyrazol-1-yl]piperidine-1-carboxylate ClC1=CC=CC(=N1)SC=1C=2N(C=C(C1)C=1C=NN(C1)[C@@H]1CN(CCC1)C(=O)OC(C)(C)C)N=CC2C#N